C(C)OC1CC(NC1)C(=O)N 4-ethoxypyrrolidine-2-carboxamide